C(C)OC(=O)C1=C(N=C(S1)NC1=NC(=CC(=N1)N1CCC(CC1)O)N1CCC(CC1)C(=O)O)C 2-[4-(4-hydroxypiperidin-1-yl)-6-(4-carboxypiperidin-1-yl)-pyrimidin-2-ylamino]-4-methyl-thiazole-5-carboxylic acid ethyl ester